C1=CC(=C(C(=C1)[N+](=O)[O-])[N+](=O)[O-])N dinitroaniline